C(C(=C)C)(=O)OCCCCCC(C)C Iso-octyl methacrylate